BrC=1C=CC2=C(C3=CC=C(C=C3[O+]=C2C1)N(C)C)C1=C(C=C(C=C1)S(=O)(=O)O)S(=O)(=O)[O-] 2-(3-bromo-6-(dimethylamino)xanthylium-9-yl)-5-sulfobenzenesulfonate